(3R)-5,6-dichloro-1H-spiro[indol-3,3'-pyrrolidin]-2-one ClC=1C=C2C(=CC1Cl)NC([C@@]21CNCC1)=O